Triazolo[4,5-h]Quinazoline N1N=NC=2C=CC=3C=NC=NC3C21